C(C1=CC=CC=C1)=CC(=O)C=CC1=CC=CC=C1.C(C1=CC=CC=C1)=CC(=O)C=CC1=CC=CC=C1.[Pd] palladium (0) bis(dibenzylideneacetone)